COC1=C(C=CC=C1)[P@@](C1=CC=CC=C1)(C)=O (S)-(2-Methoxyphenyl)(methyl)(phenyl)phosphine oxide